1-N-(6-(difluoromethyl)-2-((1r,4r)-4-(hydroxymethyl)cyclohexyl)-2H-indazol-5-yl)-6-methylpicolinamide FC(C=1C(=CC2=CN(N=C2C1)C1CCC(CC1)CO)N1C(C=CC=C1C)C(=O)N)F